tert-butyl 4-[6-chloro-8-(5-chloro-6-fluoro-1-tetrahydropyran-2-yl-indazol-4-yl) oxy-2-[(1R)-2,2-dimethoxy-1-methyl-ethoxy]pyrido[3,4-d]pyrimidin-4-yl]piperazine-1-carboxylate ClC1=CC2=C(N=C(N=C2N2CCN(CC2)C(=O)OC(C)(C)C)O[C@@H](C(OC)OC)C)C(=N1)OC1=C2C=NN(C2=CC(=C1Cl)F)C1OCCCC1